CN1N=CC(=C1)C1=CC2=C(O[C@@H](CN2)[C@@H](C2=CC=CC=C2)NC[C@H](C)C=2C=C(C=CC2)CC(=O)O)N=C1 2-(3-((R)-1-(((R)-((S)-7-(1-methyl-1H-pyrazol-4-yl)-2,3-dihydro-1H-pyrido[2,3-b][1,4]oxazin-3-yl)(phenyl)methyl)amino)propan-2-yl)phenyl)acetic acid